C(C)NC(NC1=NC=CC(=C1)CN1C(CN(CC1)C=1C=C(C(=NC1)C(=O)NC)F)C)=O 5-(4-((2-(3-ethylureido)pyridin-4-yl)methyl)-3-methylpiperazin-1-yl)-3-fluoro-N-methylpicolinamide